N-(2-hydroxy-3-(piperidin-1-yl)propoxy)pyridazine-4-carbimidoyl bromide OC(CON=C(C1=CN=NC=C1)Br)CN1CCCCC1